FC1=C(N=C(C2=C1N=C(N=C2)SC)N2C(CC2)CC2=CC=NC=C2)C2=CC(=CC1=CC=C(C(=C21)C#C[Si](C(C)C)(C(C)C)C(C)C)F)OCOC 8-fluoro-7-(7-fluoro-3-(methoxymethoxy)-8-((triisopropylsilyl)ethynyl)naphthalen-1-yl)-2-(methylthio)-5-(2-(pyridin-4-ylmethyl)azetidin-1-yl)pyrido[4,3-d]pyrimidine